O.[K+].N[C@@H](CC(=O)O)C(=O)[O-] L-aspartate monopotassium salt hydrate